tetraethyl-orthosilicic acid C(C)O[Si](OCC)(OCC)OCC